C(CCCCCCC)NC(=O)OC=1C=C(C=CC1)C=1C=NC=C(C(=O)OCC)C1 ethyl 5-(3-((octylcarbamoyl)oxy)phenyl)nicotinate